C1=CC=CC=2C3=CC=CC=C3C(C12)COC(=O)N[C@@H](CC1=CN(C2=C(C=CC=C12)F)C(=O)OC(C)(C)C)C(=O)OC(C)(C)C tert-butyl (S)-3-(2-((((9H-fluoren-9-yl) methoxy) carbonyl) amino)-3-(tert-butoxy)-3-oxopropyl)-7-fluoro-1H-indole-1-carboxylate